7-methoxy-4-methyl-6-(morpholinomethyl)phthalazin-1-ol COC1=C(C=C2C(=NN=C(C2=C1)O)C)CN1CCOCC1